3-(4-(3-methyleneazetidin-1-yl)-1-(4-(trifluoromethoxy)phenyl)-1H-pyrazolo[3,4-b]pyridin-3-yl)azetidine-1-carboxylic acid tert-butyl ester C(C)(C)(C)OC(=O)N1CC(C1)C1=NN(C2=NC=CC(=C21)N2CC(C2)=C)C2=CC=C(C=C2)OC(F)(F)F